2-amino-6-(dibenzylamino)cyclohexan-1-ol NC1C(C(CCC1)N(CC1=CC=CC=C1)CC1=CC=CC=C1)O